C(CC)(=O)OC=1C=CC=C2C(=CNC12)CCN(C)C1CC1 3-(2-(cyclopropyl (methyl) amino) ethyl)-1H-indol-7-yl propionate